O=C1NC(CCC1N1C(C2=CC=C(C=C2C1=O)N1CCN(CC1)CC1CCN(CC1)CC1CCNCC1)=O)=O 2-(2,6-dioxo-3-piperidinyl)-5-[4-[[1-(4-piperidinylmethyl)-4-piperidinyl]methyl]piperazin-1-yl]isoindoline-1,3-dione